CN([C@H]1CCCC=2C=CC=NC12)C[C@@H]1NCC2=CC=CC(=C2C1)N1C[C@@H](OCC1)CO ((R)-4-((R)-3-((methyl((S)-5,6,7,8-tetrahydroquinolin-8-yl)amino)methyl)-1,2,3,4-tetrahydroisoquinolin-5-yl)morpholin-2-yl)methanol